2,2-dimethyl-5-(4-chlorophenyl-methylene)cyclopentanone CC1(C(C(CC1)=CC1=CC=C(C=C1)Cl)=O)C